3-(3,5-difluorophenyl)-8-isopropyl-2-methylimidazo[1,2-b]pyridazine-7-carboxylic acid FC=1C=C(C=C(C1)F)C1=C(N=C2N1N=CC(=C2C(C)C)C(=O)O)C